(S)-5-(((tert-butyldiphenylsilyl)oxy)methyl)-1-((2-chloroethoxy)methyl)pyrrolidin-2-one tert-butyl-(1-(3-bromopyridin-2-yl)ethyl)carbamate C(C)(C)(C)N(C(O)=O)C(C)C1=NC=CC=C1Br.[Si](C1=CC=CC=C1)(C1=CC=CC=C1)(C(C)(C)C)OC[C@@H]1CCC(N1COCCCl)=O